[N+](=O)([O-])C1=C(C=CC=C1)C1(N=C(C(=N1)C1=CC=CC=C1)C1=CC=CC=C1)C1(N=C(C(=N1)C1=CC=CC=C1)C1=CC=CC=C1)C1=C(C=CC=C1)[N+](=O)[O-] 2,2'-bis(o-nitrophenyl)-4,4',5,5'-tetraphenyl-biimidazole